C(C)(C)(C)C1=CC(=C(C(=O)O)C=C1)O 4-tertiary butyl-2-hydroxybenzoic acid